2-(2-((5-bromo-1-cyclobutyl-1H-indazol-3-yl)methoxy)phenyl)acetic acid ethyl ester C(C)OC(CC1=C(C=CC=C1)OCC1=NN(C2=CC=C(C=C12)Br)C1CCC1)=O